ClC1=CC=C(C=2OCCN(C21)C(=O)OC(C)(C)C)S(=O)(=O)Cl tert-butyl 5-chloro-8-(chlorosulfonyl)-2H-benzo[b][1,4]oxazin-4(3H)-carboxylate